CN(S(=O)(=O)C=1C=C(C=C2C=NNC12)C)CC=1N=NN(C1)C1=CC(N(C=C1)C)=O N,5-dimethyl-N-((1-(1-methyl-2-oxo-1,2-dihydropyridin-4-yl)-1H-1,2,3-triazol-4-yl)methyl)-1H-indazole-7-sulfonamide